7-((6-chloro-[1,3]dioxolo[4,5-b]pyridin-7-yl)methoxy)-2-(1-cyclopropyl-2-hydroxy-2-methylpropyl)isoindolin-1-one ClC=1C(=C2C(=NC1)OCO2)COC=2C=CC=C1CN(C(C21)=O)C(C(C)(C)O)C2CC2